3-(1-oxo-5-(piperidin-2-yl)isoindolin-2-yl)piperidine-2,6-dione O=C1N(CC2=CC(=CC=C12)C1NCCCC1)C1C(NC(CC1)=O)=O